2-(3-((1r,3r)-3-fluoro-3-methyl-1-(4-methyl-4H-1,2,4-triazol-3-yl)cyclobutyl)phenyl)-6-(((1-methylcyclobutyl)amino)methyl)-4-(trifluoromethyl)isoindolin-1-one FC1(CC(C1)(C1=NN=CN1C)C=1C=C(C=CC1)N1C(C2=CC(=CC(=C2C1)C(F)(F)F)CNC1(CCC1)C)=O)C